diphenyl-bis(propoxymethyl)silane C1(=CC=CC=C1)[Si](COCCC)(COCCC)C1=CC=CC=C1